BrC1=CC=C(C=C1)C=1C=CC(=NC1)N(C(OC(C)(C)C)=O)C tert-Butyl 5-(4-bromophenyl)pyridin-2-yl(methyl)carbamate